3-(5-amino-6-methylpyridin-2-yl)-5-chloro-1H-indole-7-carbonitrile NC=1C=CC(=NC1C)C1=CNC2=C(C=C(C=C12)Cl)C#N